4-((4-(3-bromopropyl)piperazin-1-yl)methyl)-2-(2,6-dioxopiperidin-3-yl)isoindoline-1,3-dione BrCCCN1CCN(CC1)CC1=C2C(N(C(C2=CC=C1)=O)C1C(NC(CC1)=O)=O)=O